S(F)F sulfenyl fluoride